4,4-dimethyl-3-oxohexanenitrile CC(C(CC#N)=O)(CC)C